(S)-1-(3-chlorophenyl)-1,3-propanediol ClC=1C=C(C=CC1)[C@H](CCO)O